N1(N=NC2=C1C=CC=C2)C(N2CCC(CC2)NC(OC(C)(C)C)=O)=N Tert-butyl (1-[1H-benzotriazol-1-yl(imino)methyl]piperidin-4-yl)carbamate